(4-{[4-(dimethylamino)piperidin-1-yl]carbonyl}phenyl)-3-[4-(4,6-dimorpholin-4-yl-1,3,5-triazin-2-yl)phenyl]urea CN(C1CCN(CC1)C(=O)C1=CC=C(C=C1)NC(=O)NC1=CC=C(C=C1)C1=NC(=NC(=N1)N1CCOCC1)N1CCOCC1)C